C[C@@H]([C@H]1CC[C@@H]2[C@@]1(CC[C@H]3[C@H]2CC[C@@H]4[C@@]3(CC[C@H](C4)O)C)C)[C@H]([C@@H]([C@@H](C)C(C)C)O)O The molecule is typhasterol in which the oxygen atom of the keto group has been substituted by two hydrogen atoms. A member of a biosynthetic pathway to castasterone, it has been isolated from the primary roots of maize. It is a sterol, a brassinosteroid, a 22-hydroxy steroid, a 23-hydroxy steroid and a 3alpha-hydroxy steroid. It derives from a typhasterol.